COS(=O)(=O)O.C(C1=CC=CC=C1)=C1C2=CC(C(C1)(C2(C)C)C)=O benzylidene-camphene-2-one methylsulfate